trioxa-bicyclo[2.2.2]octane C12OOC(OC1)CC2